2-fluoro-1-(3-(6-methylpyridin-2-yl)-3,8-diazabicyclo[3.2.1]octan-8-yl)prop-2-en-1-one FC(C(=O)N1C2CN(CC1CC2)C2=NC(=CC=C2)C)=C